O=C1NC(CCC1N1C(C2=C3C(C(=CC=C13)CC1=CC=C(CN3CCC(CC3)NC(=O)C3=NC(=CC=C3)N3C=NC=C3)C=C1)=CC=C2)=O)=O N-(1-(4-((1-(2,6-dioxopiperidin-3-yl)-2-oxo-1,2-dihydrobenzo[cd]indol-6-yl)methyl)benzyl)piperidin-4-yl)-6-(1H-imidazol-1-yl)pyridine-2-carboxamide